5-Butyl-3-(4-isopropoxyphenyl)-1-(4-phenoxyphenyl)-1H-1,2,4-triazole C(CCC)C1=NC(=NN1C1=CC=C(C=C1)OC1=CC=CC=C1)C1=CC=C(C=C1)OC(C)C